1-[(2R,3R,4R,5R)-3-allyl-4-(benzyloxy)-5-(benzyloxymethyl)-3-hydroxytetrahydrofuran-2-yl]pyrimidine-2,4(1H,3H)-dione C(C=C)[C@@]1([C@@H](O[C@@H]([C@H]1OCC1=CC=CC=C1)COCC1=CC=CC=C1)N1C(NC(C=C1)=O)=O)O